O=C1NC([C@](N1)(C1=CC=NN1CC(F)(F)F)CNC(=O)C1=NN(N=C1)C1=CC=C(C=C1)F)=O |r| rac-N-({2,5-dioxo-4-[1-(2,2,2-trifluoroethyl)-1H-pyrazol-5-yl]imidazolidin-4-yl}methyl)-2-(4-fluorophenyl)-2H-1,2,3-triazole-4-carboxamide